(R)-1-(cyclopropyl-(5-fluoro-3-methylbenzofuran-2-yl)methyl)-3-(4-(methylsulfonyl)phenyl)urea C1(CC1)[C@@H](NC(=O)NC1=CC=C(C=C1)S(=O)(=O)C)C=1OC2=C(C1C)C=C(C=C2)F